OOC(C[N+](C)(C)C)=P(=O)C1=CC=CC=C1 hydroxyphenyl-phosphorylcholine